N[C@H]1[C@@H]2CC[C@H](CC1)N2C(=O)OC(C)(C)C tert-butyl (1S,2R,5S)-2-amino-8-azabicyclo[3.2.1]octane-8-carboxylate